ClC1=CC(=C(C=C1)[C@@]1(OC2=C(O1)C=CC=C2C2CCN(CC2)CC2=NC1=C(N2C[C@H]2OCC2)C(=CC=C1)F)C)F 2-({4-[(2S)-2-(4-Chloro-2-fluorophenyl)-2-methyl-1,3-benzodioxol-4-yl]piperidin-1-yl}methyl)-7-fluoro-1-[(2S)-oxetan-2-ylmethyl]-1H-benzimidazol